COC1=CC=C(C=C1)C=1SC2=C(N1)CC[C@@]1([C@H]3CC[C@]4([C@H]([C@@H]3CCC12)CCC4=O)C)C (5aR,5bS,7aS,10aS,10bR)-2-(4-methoxyphenyl)-5a,7a-dimethyl-4,5,5a,5b,6,7,7a,9,10,10a,10b,11,12,12a-tetradecahydro-8H-cyclopenta[7,8]phenanthro[2,1-d]thiazol-8-one